N1=CC=C(C=C1)C1=CC=C(C[N+]2=NOC(=C2)[N-]C(NC=2C=NC=C(C2)C(F)(F)F)=O)C=C1 (3-(4-(pyridin-4-yl)benzyl)-1,2,3-oxadiazol-3-ium-5-yl)((5-(trifluoromethyl)pyridin-3-yl)carbamoyl)amide